cis-1-(1-methoxypropyl)-3-methyl-6-azabicyclo[3.1.1]heptane COC(CC)C12CC(CC(N1)C2)C